4-(4-(4-fluorophenoxy)-1H-pyrrolo[2,3-b]pyridin-3-yl)pyrimidin-2-ol FC1=CC=C(OC2=C3C(=NC=C2)NC=C3C3=NC(=NC=C3)O)C=C1